Methyl 7-((4-((1-(4-bromothiophen-2-yl)ethyl)amino)-6-methoxy-2-methylquinazolin-7-yl)oxy)heptanoate BrC=1C=C(SC1)C(C)NC1=NC(=NC2=CC(=C(C=C12)OC)OCCCCCCC(=O)OC)C